Prop-2-en-1-yl (11a'S)-8'-[(5-bromopentyl)oxy]-7'-methoxy-5'-oxo-11',11a'-dihydro-1'H-spiro[cyclopropane-1,2'-pyrrolo[2,1-c][1,4]benzodiazepine]-10'(5'H)-carboxylate BrCCCCCOC1=CC2=C(C(N3[C@H](CN2C(=O)OCC=C)CC2(C3)CC2)=O)C=C1OC